2-((S)-1-[1,4]Dioxan-2-ylmethoxy)-9-(2-ethyl-hexylamino)-6,7-dihydro-pyrimido[6,1-a]isoquinolin-4-one O1[C@@H](COCC1)COC1=NC(N2C(C3=CC=C(C=C3CC2)NCC(CCCC)CC)=C1)=O